C(C)(C)(C)C1=CC=C(C=C1)NCC(O)C1=NNC(O1)=O 5-[2-(4-tert-Butylphenylamino)-1-hydroxyethyl]-1,3,4-oxadiazol-2(3H)-one